4-({1',2'-dihydrospiro[cyclopentane-1,3'-indol]-1'-yl}sulfonyl)-N,N-dimethylbenzene-1-sulfonamide N1(CC2(C3=CC=CC=C13)CCCC2)S(=O)(=O)C2=CC=C(C=C2)S(=O)(=O)N(C)C